C(C)OC(=O)C1=CC(=NC=C1)C1=NC=CC(=C1)C(=O)OCC diethyl-2,2'-bipyridine-4,4'-dicarboxylate